[Si](C)(C)(C(C)(C)C)OCC1N(CC=2C1=NC=C(C2)Cl)C(=O)OC(C)(C)C tert-butyl 7-(((tert-butyldimethylsilyl)oxy)methyl)-3-chloro-5,7-dihydro-6H-pyrrolo[3,4-b]pyridine-6-carboxylate